OCC=1N(CCC1)C(=O)OCC[Si](C)(C)C 2-(trimethylsilyl)ethyl (R)-2-(hydroxymethyl)pyrroline-1-carboxylate